COCCOCCNC1=CC=CC=C1 N-(2-(2-methoxyethoxy)ethyl)aniline